COCCCO[Si](OCCCOC)(OCCCOC)OCCCOC tetrakis(methoxypropoxy)silane